(S)-6-propionylamino-4,5,6,7-tetrahydrobenzothiazol C(CC)(=O)N[C@@H]1CC2=C(N=CS2)CC1